CN1N=CC(=C1)C1=CC=2N(N=C1OC1COCC1)C(=CN2)C=2C=CC1=C(C=NO1)C2 5-(7-(1-Methyl-1H-pyrazol-4-yl)-6-((tetrahydrofuran-3-yl)oxy)imidazo[1,2-b]pyridazin-3-yl)benzo[d]isoxazole